2,2-bis(3-oxobutanoyloxymethyl)butyl 3-oxobutanoate O=C(CC(=O)OCC(CC)(COC(CC(C)=O)=O)COC(CC(C)=O)=O)C